1,3,5-trimethoxy-2,4,6-trichlorobenzene COC1=C(C(=C(C(=C1Cl)OC)Cl)OC)Cl